(R)-10-((6-chloro-4-oxoquinazolin-3(4H)-yl)methyl)-7-azaspiro[4.5]Decane ClC=1C=C2C(N(C=NC2=CC1)C[C@@H]1CCNCC12CCCC2)=O